1-(4-methoxybenzyl)-3-phenyl-1H-2,1-benzothiazin-4(3H)-one 2,2-dioxide COC1=CC=C(CN2S(C(C(C3=C2C=CC=C3)=O)C3=CC=CC=C3)(=O)=O)C=C1